tert-Butyl (2-((5-bromo-3-((1,1-dimethylethyl)sulfonamido)pyridin-2-yl)oxy)ethyl)(isopropyl)carbamate BrC=1C=C(C(=NC1)OCCN(C(OC(C)(C)C)=O)C(C)C)NS(=O)(=O)C(C)(C)C